C(C)(C)(C)OC(=O)N1CC(C1)NC(=O)C1=CN=C2N1N=C(C=C2)N2[C@H](CCC2)C2=C(C=CC(=C2)F)SC 3-{6-[(2R)-2-[5-fluoro-2-(methylsulfanyl)phenyl]pyrrolidin-1-yl]imidazo[1,2-b]pyridazin-3-amido}azetidine-1-carboxylic acid tert-butyl ester